(5,5-dioxido-4H-thieno[3,2-c]thiochromen-2-yl)(4-(o-tolyl)piperazin-1-yl)methanone O=S1(CC2=C(C=3C=CC=CC13)SC(=C2)C(=O)N2CCN(CC2)C2=C(C=CC=C2)C)=O